5-(4-methoxypyrimidin-2-yl)-1H-pyrrolo[2,3-b]pyridine COC1=NC(=NC=C1)C=1C=C2C(=NC1)NC=C2